5,10,15,20-tetra(4-carboxymethoxyphenyl)-porphyrin C(=O)(O)COC1=CC=C(C=C1)C=1C2=CC=C(N2)C(=C2C=CC(C(=C3C=CC(=C(C=4C=CC1N4)C4=CC=C(C=C4)OCC(=O)O)N3)C3=CC=C(C=C3)OCC(=O)O)=N2)C2=CC=C(C=C2)OCC(=O)O